N-(2-fluoro-4-methyl-5-(1,3,5-triazin-2-yl)phenyl)-6-azabicyclo[3.1.1]heptane-6-carboxamide FC1=C(C=C(C(=C1)C)C1=NC=NC=N1)NC(=O)N1C2CCCC1C2